bis-silyl sulfate S(=O)(=O)(O[SiH3])O[SiH3]